C(=C)C1=CC=C(OCC(=O)O)C=C1 4-vinylphenoxyacetic acid